(R)-5-(8-(3,3-difluoro-4-((5-(perfluoroethoxy)pyridin-2-yl)oxy)pyrrolidin-1-yl)imidazo[1,2-b]pyridazin-6-yl)pyrimidine-2,4(1H,3H)-dione FC1(CN(C[C@H]1OC1=NC=C(C=C1)OC(C(F)(F)F)(F)F)C=1C=2N(N=C(C1)C=1C(NC(NC1)=O)=O)C=CN2)F